1-benzyl-1,2,3,6-tetrahydropyridin-3-yl pivalate C(C(C)(C)C)(=O)OC1CN(CC=C1)CC1=CC=CC=C1